ClP1OC2=C(C3=C1C=CC=C3)C=CC=C2 6-Chloro-6H-dibenzo[c,e][1,2]oxaphosphorine